C(C)(C)(C)OC(=O)N1CCC(CC1)CC=1C2(C3=CC=CC=C3C1)CCC(CC2)(C(=O)OC)NC2=CC(=CC=C2)Cl 4-{[(1r,4r)-4-(3-chloroanilino)-4-(methoxycarbonyl)spiro[cyclohexane-1,1'-indene]-2'-yl]methyl}piperidine-1-carboxylic acid tert-butyl ester